C(C)(C)N1CCCC2=CC=C(C=C12)OC=1N=NNC1C(=O)O 4-((1-isopropyl-1,2,3,4-tetrahydroquinolin-7-yl)oxy)-1H-1,2,3-triazole-5-carboxylic acid